CS(=O)(=O)C1=NC=2N(C(=N1)NCC1=CC(=CC=C1)[N+](=O)[O-])N=CC2C(C)C 2-methylsulfonyl-N-[(3-nitrophenyl)methyl]-8-(propan-2-yl)pyrazolo[1,5-A][1,3,5]triazin-4-amine